2-(5,5'-difluoro-6'-methyl-[3,4'-bipyridin]-2'-yl)-5-(pyridin-4-yl)-1,3,4-oxadiazole FC=1C=C(C=NC1)C1=CC(=NC(=C1F)C)C=1OC(=NN1)C1=CC=NC=C1